ClC1=C(C(=CC(=C1)C#N)Cl)C=1N=C(C2=C(N1)CNC2=O)NC2=CC=C(C=C2)CC(=O)O 2-(4-((2-(2,6-dichloro-4-cyanophenyl)-5-oxo-6,7-dihydro-5H-pyrrolo[3,4-d]pyrimidin-4-yl)amino)phenyl)acetic acid